((3R,5S)-3,5-dimethylpiperazin-1-yl)methanone C[C@@H]1CN(C[C@@H](N1)C)C=O